OCC1=CC=CC=C1 hydroxyl-phenyl-methane